C[C@H](CCCC(C)C)[C@H]1CC[C@@H]2[C@@]1(CC[C@H]3[C@H]2CC=C4[C@@]3(CC[C@H](C4)O)C)C α-cholesterol